3-[2-(4-formylphenoxy)ethoxy]cyclobutanecarboxylic acid ethyl ester C(C)OC(=O)C1CC(C1)OCCOC1=CC=C(C=C1)C=O